FC1=CC=C(C=C1)C1=NCCC2=CC=CC=C12 1-(4-fluorophenyl)-3,4-dihydroisoquinolin